C1=CC=CC1.C1=CC=CC1.C1(=CC=CC=C1)O phenol compound with dicyclopentadiene